3-chloro-6-[4-(dimethylphosphoryl)-3-fluorophenyl]-7-fluoro-N-[(1R)-1-(2-fluorophenyl)propyl]-2-methyl-1,5-naphthyridin-4-amine ClC=1C(=NC2=CC(=C(N=C2C1N[C@H](CC)C1=C(C=CC=C1)F)C1=CC(=C(C=C1)P(=O)(C)C)F)F)C